C(C1=CC=CC=C1)OC1=C(C=C(C=C1)CCCN(CCCC1=CC=C(N)C=C1)CC)F 4-(3-((3-(4-(benzyloxy)-3-fluorophenyl)propyl)(ethyl)amino)propyl)aniline